Methyl (4R)-4-hydroxypyrrolidine-2-carboxylate O[C@@H]1CC(NC1)C(=O)OC